ClC1=CC=CN2C=C(C=C12)C(=O)N(C)[C@@H]1C=2C3=C(C(NC2CNC1)=O)C=C(C(=C3)F)F (R)-8-chloro-N-(8,9-difluoro-6-oxo-1,2,3,4,5,6-hexahydrobenzo[c][1,7]naphthyridin-1-yl)-N-methylindolizine-2-carboxamide